FCC1(CC1)N1C=C2C(N=C(N=C2)C)=C(C1=O)N1CCOCC1 6-(1-(fluoromethyl)cyclopropyl)-2-methyl-8-morpholinylpyrido[4,3-d]pyrimidine-7(6H)-one